C1(=CC=CC2=CC=CC=C12)C1=C(C=CC=C1)C1=C2C(=C(C(=C(C2=C(C=2C(=C(C(=C(C12)[2H])[2H])[2H])[2H])[2H])[2H])[2H])[2H])C1=CC=CC=2C=CC=3C=C4C=CC=CC4=CC3C21 (naphthylphenyl)(benzanthracenyl)anthracene-d8